(2,6-dioxo-3-piperidyl)-1,2-benzoxazole-7-sulfonyl fluoride O=C1NC(CCC1C1=NOC2=C1C=CC=C2S(=O)(=O)F)=O